C(#N)C1=CC(=NC(=C1)C)N1CCC2(CC1)[C@@H](C1=CC=CC=C1C2)N[S@](=O)C(C)(C)C (R)-N-((S)-1'-(4-cyano-6-methylpyridin-2-yl)-1,3-dihydrospiro[indene-2,4'-piperidin]-1-yl)-2-methylpropane-2-sulfinamide